[K+].O[C@@H](CC(=O)[O-])C (R)-3-hydroxybutyric acid potassium salt